The molecule is a docosanoid that is (4Z,8E,10Z,13Z,15E,19Z)-docosahexaenoic acid carrying two hydroperoxy substituents at the 7S- and 17S-positions. It has a role as a human xenobiotic metabolite. It is a docosanoid, a hydroperoxy fatty acid, a lipid hydroperoxide and a long-chain fatty acid. It derives from an all-cis-docosa-4,7,10,13,16,19-hexaenoic acid. It is a conjugate acid of a (7S,17S)-bis(hydroperoxy)-(4Z,8E,10Z,13Z,15E,19Z)-docosahexaenoate. CC/C=C\\C[C@@H](/C=C/C=C\\C/C=C\\C=C\\[C@H](C/C=C\\CCC(=O)O)OO)OO